N-[4-(3-cyanophenyl)-5-(2,6-dimethyl-4-pyridinyl)thiazol-2-yl]-6-oxa-2,9-diazaspiro[4.5]decane-2-carboxamide C(#N)C=1C=C(C=CC1)C=1N=C(SC1C1=CC(=NC(=C1)C)C)NC(=O)N1CC2(CC1)OCCNC2